ClC1=CC(=C(C=C1)C1=NC(=CC=2N=C(N(C(C21)=O)C)C)N2C[C@@H](O[C@@H](C2)C=2C=NN(C2)C)C)F 5-(4-chloro-2-fluorophenyl)-2,3-dimethyl-7-((2S,6R)-2-methyl-6-(1-methyl-1H-pyrazol-4-yl)-4-morpholinyl)pyrido[4,3-d]pyrimidin-4(3H)-one